O=C1CCC2=C(N=C(N=C2)C=O)N1C1=CC=C(C=C1)OC1=CC=CC=C1 7-oxo-8-(4-phenoxyphenyl)-5,6,7,8-tetrahydropyrido[2,3-d]pyrimidine-2-carbaldehyde